ClC1=CC(=C(C=C1)COC1=NN(C=C1)C1CCNCC1)F 4-[3-[(4-chloro-2-fluoro-phenyl)methoxy]pyrazol-1-yl]piperidine